trans-3-methoxytetrahydro-2H-pyran-4-ol CO[C@@H]1COCC[C@H]1O